bis[hydroxymethyl]-cyclohexane OCC1(CCCCC1)CO